3-methacryloxymethyl-oxirane C(C(=C)C)(=O)OCC1CO1